(S)-tert-Butyl 4-((2-chloro-2',5-difluoro-[1,1'-biphenyl]-4-yl)(((2-(trifluoromethyl)phenyl)carbamoyl)imino)methyl)-3-methylpiperazine-1-carboxylate ClC1=C(C=C(C(=C1)C(N1[C@H](CN(CC1)C(=O)OC(C)(C)C)C)=NC(NC1=C(C=CC=C1)C(F)(F)F)=O)F)C1=C(C=CC=C1)F